BrC1=CC2=C(N(C(N2)=O)C)C=C1 5-bromo-1-methyl-3H-1,3-benzodiazole-2-one